(6R*)-7-(4-bromo-3-chloro-benzoyl)-2-[4-(cyclopropoxy)phenyl]-6-methyl-3-oxo-N-[(2-pyrimidin-2-ylphenyl)methyl]-6,8-dihydro-5H-imidazo[1,5-a]pyrazine-1-carboxamide BrC1=C(C=C(C(=O)N2CC=3N(C[C@H]2C)C(N(C3C(=O)NCC3=C(C=CC=C3)C3=NC=CC=N3)C3=CC=C(C=C3)OC3CC3)=O)C=C1)Cl |o1:12|